tert-butyl (2R,3S,4S)-4-[(tert-butoxycarbonyl)oxy]-3-[(2-cyclobutylacetyl)oxy]-2-[(4-methoxyphenyl)methyl]pyrrolidine-1-carboxylate C(C)(C)(C)OC(=O)O[C@@H]1[C@H]([C@H](N(C1)C(=O)OC(C)(C)C)CC1=CC=C(C=C1)OC)OC(CC1CCC1)=O